N-(2-(4-((1S,4S)-2-oxa-5-azabicyclo[2.2.1]heptane-5-yl)piperidine-1-yl)-5-((6-((S)-3-(3-chloro-2-fluorobenzyl)-isoxazolidine-2-yl)pyrimidine-4-yl)amino)-4-methoxy-phenyl)acrylamide [C@@H]12OC[C@@H](N(C1)C1CCN(CC1)C1=C(C=C(C(=C1)OC)NC1=NC=NC(=C1)N1OCC[C@@H]1CC1=C(C(=CC=C1)Cl)F)NC(C=C)=O)C2